FC(CN1N=NC2=C1C=C(C=C2)C=2C(=CN1N=C(N=C(C12)OC)N[C@H]1C(CN(CC1)C(C)=O)(F)F)F)F (R)-1-(4-((5-(1-(2,2-difluoroethyl)-1H-benzo[d][1,2,3]triazol-6-yl)-6-fluoro-4-methoxypyrrolo[2,1-f][1,2,4]triazin-2-yl)amino)-3,3-difluoropiperidin-1-yl)ethan-1-one